[Si](C1=CC=CC=C1)(C1=CC=CC=C1)(C(C)(C)C)OCC1=C(CN(C(OCC=C)=O)C)C=C(C=C1)[N+](=O)[O-] allyl (2-(((tert-butyldiphenylsilyl)oxy)methyl)-5-nitrobenzyl)(methyl)carbamate